CC1(N=CNC1(C)C)C 4,4,5,5-tetramethyl-2-imidazoline